1,7a-dimethyloctahydro-1H-inden-1-ol CC1(CCC2CCCCC12C)O